OC1=C(C=CC=C1C(C)C)C(C(=O)NC)C 2-(2-hydroxy-3-isopropylphenyl)-N-methylpropanamide